1-(4-(aminomethyl)-1-oxo-1,2-dihydrophthalazin-6-yl)-N-((4-methyl-5-(trifluoromethyl)pyridin-2-yl)methyl)-N-(5,6,7,8-tetrahydroquinolin-8-yl)cyclopropane-1-carboxamide NCC1=NNC(C2=CC=C(C=C12)C1(CC1)C(=O)N(C1CCCC=2C=CC=NC12)CC1=NC=C(C(=C1)C)C(F)(F)F)=O